NC1=NC=2C=CC(=CC2C2=C1COC2)C(=O)N2[C@@H](COCC2)C2=CC(=C(C=C2)F)C(F)(F)F (4-amino-1,3-dihydrofuro[3,4-c]quinolin-8-yl)((3R)-3-(4-fluoro-3-(trifluoromethyl)phenyl)-4-morpholinyl)methanone